N(=[N+]=[N-])CC1=CC(=C(C=C1)C(F)(F)F)F 1-(azidomethyl)-3-fluoro-4-(trifluoromethyl)benzene